6-Fluoro-2-(3-hydroxy-4-isopropylphenyl)-4H-benzopyran-4-one FC=1C=CC2=C(C(C=C(O2)C2=CC(=C(C=C2)C(C)C)O)=O)C1